6-chloro-N-(methyl-d3)-4-((2-(methylsulfonyl)phenyl)amino)pyridazine-3-carboxamide ClC1=CC(=C(N=N1)C(=O)NC([2H])([2H])[2H])NC1=C(C=CC=C1)S(=O)(=O)C